O=C1C(=C(C=NN1)N1[C@@H](C2=CC=CC=C2C1)[C@@H]1CC[C@@H](O1)CC(=O)N1CCN(CC1)C1=CC=C(C=N1)C#N)C(F)(F)F 6-(4-[2-[(2R,5S)-5-[(1S)-2-[6-oxo-5-(trifluoromethyl)-1,6-dihydropyridazin-4-yl]-2,3-dihydro-1H-isoindol-1-yl]oxolan-2-yl]acetyl]piperazin-1-yl)pyridine-3-carbonitrile